O[C@@H](C(=O)N1[C@@H](CCCC1)C(=O)N[C@@H](C[C@H]1C(NCC1)=O)C(COC(F)(F)F)=O)CC(C)C (S)-1-((R)-2-hydroxy-4-methylpentanoyl)-N-((S)-3-oxo-1-((S)-2-oxopyrrolidin-3-yl)-4-(trifluoromethoxy)butan-2-yl)piperidine-2-carboxamide